Methyl {[4-bromo-1-(2-fluorophenyl)-5-(pyrimidin-5-yl)-1H-pyrazol-3-yl]oxy}acetate BrC=1C(=NN(C1C=1C=NC=NC1)C1=C(C=CC=C1)F)OCC(=O)OC